5-((1H-pyrazol-1-yl)methyl)-6-methoxy-N-(2-methoxyphenylsulfonimidoyl)picolinamide N1(N=CC=C1)CC=1C=CC(=NC1OC)C(=O)NS(=O)(=N)C1=C(C=CC=C1)OC